Diphosphane PP